COC=1C=2N(C=C(C1)C=1C=NN(C1)C)N=CC2NC(=O)C2CC2 N-(4-methoxy-6-(1-methyl-1H-pyrazol-4-yl)pyrazolo[1,5-a]Pyridin-3-yl)cyclopropanecarboxamide